[1-[4-(5-amino-2-methylpyrazol-3-yl)pyrimidin-2-yl]piperidin-4-yl]-[(3S)-3-(5-fluoro-6-methylpyridin-3-yl)-1,2-oxazolidin-2-yl]methanone NC=1C=C(N(N1)C)C1=NC(=NC=C1)N1CCC(CC1)C(=O)N1OCC[C@H]1C=1C=NC(=C(C1)F)C